tert-butyl 2-(methylsulfonyl)acetate CS(=O)(=O)CC(=O)OC(C)(C)C